CC1C=2N(CCN1C(=O)OC(C)(C)C)N=C(C2C2=C1C(=NC=C2)NC=C1C)C1=CC=C(C=C1)C(F)(F)F tert-butyl 4-methyl-3-(3-methyl-1H-pyrrolo[2,3-b]pyridin-4-yl)-2-[4-(trifluoromethyl)phenyl]-6,7-dihydropyrazolo[1,5-a]pyrazine-5(4H)-carboxylate